[Cd].[Zn].[Pb].[Tl] thallium lead zinc cadmium